OC(C)(C)C=1C=C(SC1)[S@](=O)(N)=NC(NC1=C2C(=NC(=C1)C(F)(F)F)CCC2)=O |o1:9| (S) or (R)-4-(2-hydroxypropan-2-yl)-N'-((2-(trifluoromethyl)-6,7-dihydro-5H-cyclopenta[b]pyridin-4-yl)carbamoyl)thiophene-2-sulfonimidamide